C(C1=CC=CC=C1)OC[C@H](CSC(C1=CC=CC=C1)(C1=CC=CC=C1)C1=CC=CC=C1)O (R)-1-(benzyl-oxy)-3-(tritylthio)propan-2-ol